S1C(=NC2=C1C=CC=C2)C#CC=2C=C(OC1=C(N=NN1)C(=O)O)C=C(C2)Cl 5-(3-(benzo[d]thiazol-2-ylethynyl)-5-chlorophenoxy)-1H-1,2,3-triazole-4-carboxylic acid